C(C1=CC=CC=C1)(=O)CC(=O)N 2-benzoylacetamide